ClC1=CC=C(C=C1)N1C(SC(=C1C=1C=C(C(=O)NCCCCC2=CC=CC=C2)C=CC1)C)=O 3-(3-(4-chlorophenyl)-5-methyl-4-thiazolinonyl)-N-(4-phenylbutyl)benzamide